(4-amino-7-fluoro-3-methylimidazo[1,5-a]quinoxalin-8-yl)((4aS,9bS)-7-fluoro-3,4,4a,9b-tetrahydrobenzofuro[3,2-b]pyridin-1(2H)-yl)methanone NC=1C=2N(C3=CC(=C(C=C3N1)F)C(=O)N1[C@@H]3[C@H](CCC1)OC1=C3C=CC(=C1)F)C=NC2C